N-(4-(chlorodifluoromethoxy)phenyl)-6-(4-((4-(2,4-dioxotetrahydropyrimidin-1(2H)-yl)-2-fluorobenzyl)(methyl)amino)piperidin-1-yl)-5-(1H-pyrazol-3-yl)nicotinamide ClC(OC1=CC=C(C=C1)NC(C1=CN=C(C(=C1)C1=NNC=C1)N1CCC(CC1)N(C)CC1=C(C=C(C=C1)N1C(NC(CC1)=O)=O)F)=O)(F)F